NC1=C(N(C(C=C1N1[C@H](CN([C@@H](C1)C)C(C)C1=C(C=C(C=C1)F)C(F)(F)F)C)=O)C)NC(CC#N)=O N-(3-amino-4-((2S,5R)-4-(1-(4-fluoro-2-(trifluoromethyl)phenyl)ethyl)-2,5-dimethylpiperazin-1-yl)-1-methyl-6-oxo-1,6-dihydropyridin-2-yl)-2-cyanoacetamide